1,1,1-triethyl-3,3,5,5,7,7,9,9,9-nonamethylpentasiloxane C(C)[Si](O[Si](O[Si](O[Si](O[Si](C)(C)C)(C)C)(C)C)(C)C)(CC)CC